FC=1C=C(OCCC)C=CC1 3-(3-fluorophenoxy)propane